2,6-dimercapto-1,4-dioxane SC1OC(COC1)S